COC(=O)C=1N=C(SC1)NCCC1OC(OCC1)(C)C [2-(2,2-dimethyl-1,3-dioxan-4-yl)ethylamino]thiazole-4-carboxylic acid methyl ester